2-(2-(cycloocta-2-yn-1-yloxy)ethoxy)ethan-1-amine C1(C#CCCCCC1)OCCOCCN